4-((S)-1-(2-methylbenzo[d]thiazol-5-yl)ethyl)piperazin CC=1SC2=C(N1)C=C(C=C2)[C@H](C)N2CCNCC2